6-chloro-9-methacryloyloxy-10-hydroxy-1,2,3,4-tetrahydroanthracene ClC=1C=C2C(=C3CCCCC3=C(C2=CC1)OC(C(=C)C)=O)O